3-[6-Chloro-7-(2-fluorophenyl)-4-[(2S)-2-methyl-4-prop-2-enoyl-piperazin-1-yl]-2-oxo-pyrido[2,3-d]pyrimidin-1-yl]-2,2-dimethyl-propanenitrile ClC1=CC2=C(N(C(N=C2N2[C@H](CN(CC2)C(C=C)=O)C)=O)CC(C#N)(C)C)N=C1C1=C(C=CC=C1)F